(4-phenyl-6-(pyridin-4-ylamino)-1,3,5-triazin-2-ylamino)cyclobutanone C1(=CC=CC=C1)C1=NC(=NC(=N1)NC1=CC=NC=C1)NC1C(CC1)=O